2-amino-1-phenyl-1,3-propanediol bis(diphenylphosphonite) C1(=CC=CC=C1)P(O)(O)C1=CC=CC=C1.C1(=CC=CC=C1)P(O)(O)C1=CC=CC=C1.NC(C(O)C1=CC=CC=C1)CO